(E)-1-(4-chlorophenyl)-3-phenylprop-2-en-1-one ClC1=CC=C(C=C1)C(\C=C\C1=CC=CC=C1)=O